FC1=C(C=C(C(=O)N)C=C1)OC[C@@H]1CC[C@H](CC1)C(=O)N1OCC[C@H]1C1=NC=CN=C1 trans-4-fluoro-3-[[4-[(3S)-3-pyrazin-2-ylisoxazolidine-2-carbonyl]cyclohexyl]methoxy]benzamide